3-(3-(3-fluorophenyl)propyl)urea FC=1C=C(C=CC1)CCCNC(N)=O